O1[C@@H](COCC1)C1=NC(=CC(=N1)N1CCOCC1)N1N=C(C=C1)C=1C=C(C=CC1)C (R)-4-(2-(1,4-dioxan-2-yl)-6-(3-(m-tolyl)-1H-pyrazol-1-yl)pyrimidin-4-yl)morpholine